C(#N)[C@H](C[C@H]1C(NCC1)=O)NC(=O)[C@@H]1N([C@H]2CC([C@@H]1CC2)(F)F)C(=O)C=2NC1=CC=CC(=C1C2)C(F)F (1R,3R,4R)-N-((S)-1-cyano-2-((S)-2-oxopyrrolidin-3-yl)ethyl)-2-(4-(difluoromethyl)-1H-indole-2-carbonyl)-5,5-difluoro-2-azabicyclo[2.2.2]octane-3-carboxamide